2-[6-(2,5-diazabicyclo[2.2.1]hept-2-yl)pyridazin-3-yl]-5-(7-fluoro-2-methyl-2H-indazol-5-yl)pyridin C12N(CC(NC1)C2)C2=CC=C(N=N2)C2=NC=C(C=C2)C2=CC1=CN(N=C1C(=C2)F)C